2-(4-chlorophenyl)-N-(1-oxo-4-phenyl-5,6,7,8-tetrahydrophthalazin-2(1H)-yl)acetamide ClC1=CC=C(C=C1)CC(=O)NN1C(C=2CCCCC2C(=N1)C1=CC=CC=C1)=O